(S)-N-(5-(2-acetamidoimidazo[1,2-b]pyridazin-6-yl)-2-methylphenyl)-3-phenylisoxazolidin-2-carboxamide C(C)(=O)NC=1N=C2N(N=C(C=C2)C=2C=CC(=C(C2)NC(=O)N2OCC[C@H]2C2=CC=CC=C2)C)C1